C(C)(C)(C)OCCN(CCC(C(=O)O)NC(=O)N1C(CCC1)CF)CCCCC1=NC=2NCCCC2C=C1 4-[2-tert-butoxyethyl-[4-(5,6,7,8-tetrahydro-1,8-naphthyridin-2-yl)butyl]amino]-2-[[2-(fluoromethyl)pyrrolidine-1-carbonyl]amino]butanoic acid